(S)-6-bromo-8-(fluoromethyl-d2)-2-trifluoromethyl-2H-benzopyran-3-carboxylic acid methyl ester COC(=O)C=1[C@H](OC2=C(C1)C=C(C=C2C([2H])([2H])F)Br)C(F)(F)F